N-(tert-butoxycarbonyl)-O-(tert-butyl)-D-serine methyl ester COC([C@H](NC(=O)OC(C)(C)C)COC(C)(C)C)=O